(6-bromo-5-methoxybenzo[d]oxazol-2-yl)(pyrrolidin-1-yl)methanone BrC1=CC2=C(N=C(O2)C(=O)N2CCCC2)C=C1OC